2-((S)-4-(6-(9H-fluoren-9-yl)-2-(((S)-1-methylpyrrolidin-2-yl)methoxy)-6,7-dihydro-5H-pyrrolo[3,4-d]pyrimidin-4-yl)-1-acryloylpiperazin-2-yl)acetonitrile C1=CC=CC=2C3=CC=CC=C3C(C12)N1CC=2N=C(N=C(C2C1)N1C[C@@H](N(CC1)C(C=C)=O)CC#N)OC[C@H]1N(CCC1)C